NC1=C(C(=NC=2N1N=C(C2C)C)N[C@@H](C)C2=NC(=CC=C2)C)C#N 7-amino-2,3-dimethyl-5-{[(1S)-1-(6-methylpyridin-2-yl)ethyl]amino}pyrazolo[1,5-a]pyrimidine-6-carbonitrile